COC(=O)C1(CCCC1)[N+]#[C-] METHYL-1-ISOCYANO-1-CYCLOPENTAN-CARBOXYLATE